(R)-2-(4-(4-(1-(1-cyclopropylpropyl)-1H-pyrazol-4-yl)pyrazolo[1,5-a]pyrazin-6-yl)-1H-pyrazol-1-yl)propane-1,3-diol C1(CC1)[C@@H](CC)N1N=CC(=C1)C=1C=2N(C=C(N1)C=1C=NN(C1)C(CO)CO)N=CC2